2,2-bis(4-hydroxyphenyl)propane butyl-3-(4-(7-fluoroquinolin-4-yl)piperazine-1-carbonyl)pyrrolidine-1-carboxylate C(CCC)OC(=O)N1CC(CC1)C(=O)N1CCN(CC1)C1=CC=NC2=CC(=CC=C12)F.OC1=CC=C(C=C1)C(C)(C)C1=CC=C(C=C1)O